C(C)(C)OC(N(C1=NC(=NC=N1)NC1=CC=CC=C1)C1=CC=CC=C1)=O phenyl-6-(phenylamino)-1,3,5-triazin-2-ylcarbamic acid isopropyl ester